COC1=C(C(=CC(=C1)\C=C\C1=CC=CC=C1)OC)C(C)(C)O 2-{2,6-dimethoxy-4-[(E)-2-phenylvinyl]phenyl}propan-2-ol